((2,2-dimethyltetrahydro-2H-pyran-4-yl)amino)pyrido[3,4-d]pyridazin CC1(OCCC(C1)NC1=C2C(=CN=N1)C=NC=C2)C